N-(3-cyano-4-fluorophenyl)-1-methyl-1H-pyrrole-3-carboxamide C(#N)C=1C=C(C=CC1F)NC(=O)C1=CN(C=C1)C